4-(8-chloro-3-quinolylamino)-2-(3-methoxy-4-morpholinophenylamino)pyrimidine ClC=1C=CC=C2C=C(C=NC12)NC1=NC(=NC=C1)NC1=CC(=C(C=C1)N1CCOCC1)OC